dimethylphosphine oxide methanesulfonate CS(=O)(=O)O.CP(C)=O